ClC1=CC(=C(C=C1)CN1[C@](C2=C(C=C(C=C2C1=O)C(C)(C)O)F)(C1=CC=C(C=C1)Cl)OCC1(CC1)C#N)CO 1-({[(1R)-2-{[4-chloro-2-(hydroxymethyl)phenyl]methyl}-1-(4-chlorophenyl)-7-fluoro-5-(2-hydroxypropan-2-yl)-3-oxo-2,3-dihydro-1H-isoindol-1-yl]oxy}methyl)cyclopropane-1-carbonitrile